α-(2-chlorophenyl)-α-(4-fluorophenyl)-5-pyrimidinemethanol ClC1=C(C=CC=C1)C(O)(C=1C=NC=NC1)C1=CC=C(C=C1)F